C(C(=O)O)(=O)[O-].NCC(=O)O.NCC(=O)[O-].[Mg+2] magnesium bisglycinate oxalate